3,4-dimethylmethylazoline-2,5-dione CC=1C(N(C(C1C)=O)C)=O